(S)-N-(8,9-difluoro-6-oxo-1,4,5,6-tetrahydro-2H-pyrano[3,4-c]isoquinolin-1-yl)-4-ethyl-3-fluoro-N-methylbenzamide FC=1C(=CC=2C3=C(NC(C2C1)=O)COC[C@H]3N(C(C3=CC(=C(C=C3)CC)F)=O)C)F